FC(OC=1C=C(OC2=NC=C(C=N2)B2OC(C(O2)(C)C)(C)C)C=CC1)F 2-[3-(difluoromethoxy)phenoxy]-5-(4,4,5,5-tetramethyl-1,3,2-dioxaborolan-2-yl)pyrimidine